(1R,2S)-7-fluoromethanesulfonyl-2-[(5S)-5H-imidazo[4,3-a]isoindol-5-yl]-7-azaspiro[3.5]nonan-1-ol FCS(=O)(=O)N1CCC2(C[C@H]([C@H]2O)[C@@H]2N3C(C4=CC=CC=C24)=CN=C3)CC1